BrC=1C(=CC2=C(OC(O2)(C)C)C1)N 6-bromo-2,2-dimethylbenzo[d][1,3]dioxol-5-amine